1-(cyclopropylmethyl)-4-((2S,5R)-4-((S)-(4-fluorophenyl)(5-(trifluoromethoxy)pyridin-2-yl)methyl)-2,5-dimethylpiperazin-1-yl)-1H-[1,2,4]triazolo[3,4-b]purine C1(CC1)CN1C=2N3C(N=C(C2N=C1)N1[C@H](CN([C@@H](C1)C)[C@H](C1=NC=C(C=C1)OC(F)(F)F)C1=CC=C(C=C1)F)C)=NN=C3